tert-butyl 4-(1-((2-cyclopropylimidazo[1,2-a]pyridin-6-yl)carbamoyl)-2,3-dihydro-1H-pyrrolo[2,3-b]pyridin-4-yl)piperazine-1-carboxylate C1(CC1)C=1N=C2N(C=C(C=C2)NC(=O)N2CCC=3C2=NC=CC3N3CCN(CC3)C(=O)OC(C)(C)C)C1